2,4-difluoro-N-(2-methoxy-5-(4-(4-(3-oxocyclohexane-1-ene-1-carbonyl)piperazin-1-yl)quinazolin-6-yl)pyridin-3-yl)benzenesulfonamide FC1=C(C=CC(=C1)F)S(=O)(=O)NC=1C(=NC=C(C1)C=1C=C2C(=NC=NC2=CC1)N1CCN(CC1)C(=O)C1=CC(CCC1)=O)OC